C[C@H]1C[C@@H]2N(C([C@H](CC1)NC(=O)C1=CC=C3C=CC(=CC3=C1)CP(O)(O)=O)=O)[C@@H](CC2)C(=O)N2C1(CC1)CC(C2)C2=CC=CC=C2 ((7-(((3S,6S,9R,10aR)-9-methyl-5-oxo-3-(6-phenyl-4-azaspiro[2.4]heptane-4-carbonyl)decahydropyrrolo[1,2-a]azocin-6-yl)carbamoyl)naphthalen-2-yl)methyl)phosphonic acid